(4-(5-aminoisoxazol-3-yl)piperidin-1-yl)(3,4-bis(trifluoromethyl)phenyl)methanone NC1=CC(=NO1)C1CCN(CC1)C(=O)C1=CC(=C(C=C1)C(F)(F)F)C(F)(F)F